C1(=CC=CC=C1)[C@H]1CC[C@H](CC1)OC[C@@H]1N(CCC[C@@H]1C1=NNC=C1)C(=O)OCC1CCC1 cyclobutylmethyl (CIS)-2-((((CIS)-4-phenylcyclohexyl)oxy)methyl)-3-(1H-pyrazol-3-yl)piperidine-1-carboxylate